(1r,3r)-1-amino-3-hydroxycyclobutane-1-carboxylic acid ethyl ester C(C)OC(=O)C1(CC(C1)O)N